CN(C1=NC=C(C(=N1)OC)B(O)O)C 2-(dimethylamino)-4-methoxypyrimidin-5-ylboronic acid